C(C)(C)(C)OC(=O)N1CCC2(CC(C2)NC2=CC=CC=3N(C(N(C32)C)=O)C=3C(=NC(=CC3)OCC3=CC=CC=C3)OCC3=CC=CC=C3)CC1 tert-butyl-2-((1-(2,6-bis(benzyloxy)pyridin-3-yl)-3-methyl-2-oxo-2,3-dihydro-1H-benzo[d]imidazol-4-yl)amino)-7-azaspiro[3.5]nonane-7-carboxylate